ClP(=O)(OC1=CC=CC2=CC=CC=C12)N[C@@H](C)C(=O)OC(C)C isopropyl (chloro (naphthalen-1-yloxy) phosphoryl)-L-alaninate